lauryl-sulfuric acid diethylamine salt C(C)NCC.C(CCCCCCCCCCC)OS(O)(=O)=O